4-(benzo[d][1,3]dioxol-5-yl)-N-(pyridin-4-ylmethyl)-benzenesulfonamide O1COC2=C1C=CC(=C2)C2=CC=C(C=C2)S(=O)(=O)NCC2=CC=NC=C2